(R)-2-(1H-pyrazol-4-yl)morpholine N1N=CC(=C1)[C@@H]1CNCCO1